COC1=NC=CN=C1CC 2-methoxy-3-ethyl-pyrazine